C(C1=CC=CC=C1)OC=1C=2N(C=CC1C=1C=NN(C1)C(C)OCC)N=C(N2)Br 8-(benzyloxy)-2-bromo-7-(1-(1-ethoxyethyl)-1H-pyrazol-4-yl)-[1,2,4]triazolo[1,5-a]pyridine